3-(trifluoromethoxy)benzene-sulfonyl chloride FC(OC=1C=C(C=CC1)S(=O)(=O)Cl)(F)F